N-(4-(2-(((1r,4r)-4-aminocyclohexyl)amino)-8-ethylquinazolin-6-yl)-3-ethylphenyl)-2-chlorobenzene-sulfonamide NC1CCC(CC1)NC1=NC2=C(C=C(C=C2C=N1)C1=C(C=C(C=C1)NS(=O)(=O)C1=C(C=CC=C1)Cl)CC)CC